2-(2-bromo-5-methoxyphenyl)-4,5-dihydrooxazole BrC1=C(C=C(C=C1)OC)C=1OCCN1